3-(tert-butyl)-N-(4-(5-(4-(2-hydroxyethyl)phenyl)-1H-pyrazolo[3,4-b]pyridin-3-yl)-2-methylbenzyl)-1,2,4-oxadiazole-5-carboxamide C(C)(C)(C)C1=NOC(=N1)C(=O)NCC1=C(C=C(C=C1)C1=NNC2=NC=C(C=C21)C2=CC=C(C=C2)CCO)C